(S)-4-((1-(5-(2-ethoxypyrimidin-5-yl)-4-oxo-3-phenyl-3,4-dihydroquinazolin-2-yl)propyl)amino)quinazoline-6-carbonitrile C(C)OC1=NC=C(C=N1)C1=C2C(N(C(=NC2=CC=C1)[C@H](CC)NC1=NC=NC2=CC=C(C=C12)C#N)C1=CC=CC=C1)=O